FC(C=1C=C(C=C(C1)C(F)(F)F)[C@@H]1[C@@H](N(C(O1)=O)CC1=C(C=CC(=C1)C(F)(F)F)C1=C(C=C(C(=C1)C(C)C)F)OC)C)(F)F (4S,5R)-5-[3,5-bis(trifluoromethyl)phenyl]-3-{[4'-fluoro-2'-methoxy-5'-(propan-2-yl)-4-(trifluoromethyl)[1,1'-biphenyl]-2-yl]methyl}-4-methyl-1,3-oxazolidin-2-one